C(C)(C)(C)C(C(=O)N)(CCCC)C1CCCCC1 t-butylcyclohexylhexanoic acid amide